N1=CC=C(C=C1)C=1C=C(C=CC1)B(O)O 3-(pyridin-4-yl)phenylboronic acid